2-({3-[(2-Hydroxyethyl)amino]-4-methoxy-5-methylphenyl}amino)ethanol OCCNC=1C=C(C=C(C1OC)C)NCCO